2-[1-[2-(3-Methoxy-3-phenyl-azetidin-1-yl)-6-methyl-4-oxo-chromen-8-yl]ethylamino]benzoic acid COC1(CN(C1)C=1OC2=C(C=C(C=C2C(C1)=O)C)C(C)NC1=C(C(=O)O)C=CC=C1)C1=CC=CC=C1